O1C(=COCC1)C1=NN2C(N(C(=C(C2=O)N2CCNCC2)CC)CC(=O)NC2=C(C=C(C=C2)C(F)(F)F)C)=N1 2-(2-(5,6-dihydro-1,4-dioxin-2-yl)-5-ethyl-7-oxo-6-(piperazin-1-yl)-[1,2,4]triazolo[1,5-a]pyrimidin-4(7H)-yl)-N-(2-methyl-4-(trifluoromethyl)phenyl)acetamide